CN1C(/C(/C2=CC(=CC=C12)[N+](=O)[O-])=C\1/C(NC2=CC=CC=C12)=O)=O (E)-1-Methyl-5-nitro-[3,3'-biindolinylidene]-2,2'-dione